4-(5-((6-(3,5-dichlorophenyl)-3-fluoro-4-(hydroxymethyl)pyridin-2-yl)oxy)pyridin-2-yl)piperazine-1-carboxylic acid tert-butyl ester C(C)(C)(C)OC(=O)N1CCN(CC1)C1=NC=C(C=C1)OC1=NC(=CC(=C1F)CO)C1=CC(=CC(=C1)Cl)Cl